FC1=CC(=C(C=C1C=1C=NC(=CC1)N1C[C@H](OCC1)C)NC(=O)C1=CNC(C=C1C(F)(F)F)=O)N1C[C@H](N(CC1)C)C |r| N-[4-fluoro-2-[rac-(3R)-3,4-dimethylpiperazin-1-yl]-5-[6-[rac-(2R)-2-methylmorpholin-4-yl]pyridin-3-yl]phenyl]-6-oxo-4-(trifluoromethyl)-1H-pyridine-3-carboxamide